3-Hydroxybutyryl-CoA OC(CC(=O)SCCNC(CCNC([C@@H](C(COP(OP(OC[C@@H]1[C@H]([C@H]([C@@H](O1)N1C=NC=2C(N)=NC=NC12)O)OP(=O)(O)O)(=O)O)(=O)O)(C)C)O)=O)=O)C